C(OC1=CC=CC=C1)(OCC[Si](C)(C)C)=O Phenyl (2-(trimethylsilyl)ethyl) carbonate